C(CCC)(=O)NCCCC butyryl-monobutylamine